C1(CC1)C(CCC1(OC=2C=C(C=C(C2C2[C@]1(CC=C(C2)C)C)O)CCCCC)C)C (6Ar)-6-(3-cyclopropylbutyl)-6,6a,9-trimethyl-3-pentyl-10,10a-dihydro-7H-benzo[c]chromen-1-ol